1-(2,6-dimethyl-4-(1-(2-methyl-6-(trifluoromethyl)phenyl)azetidin-3-yl)benzyl)piperidine-4-carboxylic acid, formic acid salt C(=O)O.CC1=C(CN2CCC(CC2)C(=O)O)C(=CC(=C1)C1CN(C1)C1=C(C=CC=C1C(F)(F)F)C)C